C(C)(C)(C)OC=1C2=C(N=C(N1)SC)C(=C(N=C2)Cl)F 4-(tert-butoxy)-7-chloro-8-fluoro-2-(methylthio)pyrido[4,3-d]pyrimidine